1-[9-(4-chlorophenyl)-2-(2-hydroxy-2-methyl-propoxy)-8-(3-methyl-4-pyridyl)purin-6-yl]-4-methyl-piperidine-4-carboxamide ClC1=CC=C(C=C1)N1C2=NC(=NC(=C2N=C1C1=C(C=NC=C1)C)N1CCC(CC1)(C(=O)N)C)OCC(C)(C)O